5-hydroxybarbituric acid OC1C(NC(NC1=O)=O)=O